C(C)OC(CC1CCCCCCC1)=O ETHYL-2-CYCLOOCTYLACETAT